NC[C@@H]1C[C@H](C1)N1N=C(C(=C1)C=1C=NC2=CC=C(C=C2N1)C1CC(C1)O)C1CC1 3-(3-(1-(trans-3-(aminomethyl)cyclobutyl)-3-cyclopropyl-1H-pyrazol-4-yl)quinoxalin-6-yl)cyclobutan-1-ol